(Z)-Ethyl 3-(4-((5-(4-chloro-3-((cyclopropylmethyl)carbamoyl)phenyl)furan-2-yl)methylene)-3-methyl-5-oxo-4,5-dihydro-1H-pyrazol-1-yl)benzoate ClC1=C(C=C(C=C1)C1=CC=C(O1)\C=C/1\C(=NN(C1=O)C=1C=C(C(=O)OCC)C=CC1)C)C(NCC1CC1)=O